C(C)(C)(C)NC(OC12CC3(CC(CC(C1)C3)C2)NCC(=O)N2CC3=CC=CC=C3C2)=O 3-((2-(isoindolin-2-yl)-2-oxoethyl)amino)adamantan-1-yl tert-butylcarbamate